CN(C1=CC=C(C=C1)C=1SC2=C(N1)C=CC(=C2)OC2CC(C2)OCCCN2CCN(CC2)C=2C=C1C(N(C(C1=CC2)=O)C2C(NC(CC2)=O)=O)=O)C 5-(4-(3-((1r,3r)-3-((2-(4-(dimethylamino)phenyl)benzo[d]thiazol-6-yl)oxy)cyclobutoxy)propyl)piperazin-1-yl)-2-(2,6-dioxopiperidin-3-yl)isoindoline-1,3-dione